NC=1C(=C(C=C2C=C(N=CC12)NC(=O)[C@@H]1[C@H]([C@@H]1C)C=1C=NN(C1)CCN1CC(C1)O)C=1C=NC=CC1C)F (1S,2S,3S)-N-(8-amino-7-fluoro-6-(4-methylpyridin-3-yl)isoquinolin-3-yl)-2-(1-(2-(3-hydroxyazetidin-1-yl)ethyl)-1H-pyrazol-4-yl)-3-methylcyclopropanecarboxamide